C1(CC1)C=1C2=C(N=C(N1)NC1=CC=C(C=3CCOC31)C(=O)N3C[C@@H](CC3)N3CCOCC3)NC=C2C(F)(F)F (R)-(7-((4-cyclopropyl-5-(trifluoromethyl)-7H-pyrrolo[2,3-d]pyrimidin-2-yl)amino)-2,3-dihydrobenzo-furan-4-yl)(3-morpholino-pyrrolidin-1-yl)methanone